N[C@H]1[C@H]([C@H]2CC[C@@H]1C2)C(=O)O |r| (1SR,2SR,3RS,4RS)-3-aminobicyclo[2.2.1]heptane-2-carboxylic acid